FC1=C(C=C(C(=C1Cl)Cl)Cl)[N+](=O)[O-] 2-fluoro-3,4,5-trichloronitrobenzene